4-(tert-Butoxycarbonyl)-5-tert-butoxy-5-oxopentanoic acid C(C)(C)(C)OC(=O)C(CCC(=O)O)C(=O)OC(C)(C)C